CC1=C(C(=CC=C1OCCC(C)C)C)B(O)O 2,6-dimethyl-3-(3-methyl-butoxy)-phenyl-boronic acid